NC1=NN(C=C1C1=NC=2C(=NC=CC2C2=CC(=C(CNC(=O)C3=NC(=NO3)C(C)(C)C)C=C2)[N+](=O)[O-])N1)C N-(4-(2-(3-Amino-1-methyl-1H-pyrazol-4-yl)-3H-imidazo[4,5-b]pyridin-7-yl)-2-nitrobenzyl)-3-(tert-butyl)-1,2,4-oxadiazole-5-carboxamide